(2-fluoro-6-methylphenyl)-methanone FC1=C(C(=CC=C1)C)C=O